(Z)-2-((3R,4S,5S,8S,9S,10S,11R,13R,14S,16S)-16-acetoxy-3,11-dihydroxy-4,8,10,14-tetramethylhexadecahydro-17H-cyclopenta[a]phenanthren-17-ylidene)-5-cyclohexylidenepentanoic acid C(C)(=O)O[C@H]\1C[C@@]2([C@]3(CC[C@H]4[C@@H]([C@@H](CC[C@@]4([C@@H]3[C@@H](C[C@H]2/C1=C(/C(=O)O)\CCC=C1CCCCC1)O)C)O)C)C)C